ClC1=NC(=C2C(=N1)N(N=C2)[C@@H]2[C@@H]([C@@H]([C@H](O2)COC(CO)(CO)P(O)(O)=O)O)O)NCC2=CC=C(C=C2)Cl |r| rac-(2-(((2R,3S,4R,5S)-5-(6-chloro-4-((4-chlorobenzyl)amino)-1H-pyrazolo[3,4-d]pyrimidin-1-yl)-3,4-dihydroxytetrahydrofuran-2-yl)methoxy)-1,3-dihydroxypropan-2-yl)phosphonic acid